C(C)(C)(C)OC(N[C@H](C(=O)NCC1=CC=C(C=C1)O)CC)=O (S)-(1-((4-hydroxybenzyl)amino)-1-oxobut-2-yl)carbamic acid tert-butyl ester